Br(=O)(=O)O.CC1(CC(=NO1)NC(=S)N)C 5,5-dimethyl-4,5-dihydro-isoxazol-3-yl-thiourea bromate